C(C=C)(=O)OCCCCCCCCC.[F] fluorine nonyl acrylate